4'-(((2-(2,6-dioxopiperidin-3-yl)-1,3-dioxoisoindolin-4-yl)oxy)methyl)-N-((1R,3R)-3-((5-propylpyrazolo[1,5-a]pyrimidin-7-yl)amino)cyclopentyl)-[1,1'-biphenyl]-4-carboxamide O=C1NC(CCC1N1C(C2=CC=CC(=C2C1=O)OCC1=CC=C(C=C1)C1=CC=C(C=C1)C(=O)N[C@H]1C[C@@H](CC1)NC1=CC(=NC=2N1N=CC2)CCC)=O)=O